cyclopropyl (2,5-dioxopyrrolidin-1-yl) carbonate C(OC1CC1)(ON1C(CCC1=O)=O)=O